1-(6-ethyl-2,6-dimethylcyclohex-1,3-dien-1-yl)but-2-en-1-one C(C)C1(CC=CC(=C1C(C=CC)=O)C)C